[1-(1-pyrrolidinyl)-2-propenyl]lithium N1(CCCC1)C(C=C)[Li]